C12(CCC(CC1)N2)C#CC2=C(C=C1C(=NC=NC1=C2)NC2=CC(=C(C=C2)OCC2=NC=CC=C2)Cl)[N+](=O)[O-] 7-(7-azabicyclo[2.2.1]heptan-1-ylethynyl)-N-(3-chloro-4-(pyridin-2-ylmethoxy)phenyl)-6-nitroquinazolin-4-amine